N-methoxy-N-methyl-cyclopropanecarboxamide CON(C(=O)C1CC1)C